Br.C(C1=CC=CC=C1)C1=CC=NC=C1 4-benzylpyridine HBr